NCC1=CC=C(C=C1)CNC1=C(C(=NN1C(=O)C1=COC=C1C)C1C(CN(CC1)C(=O)N1CCOCC1)C(F)(F)F)C#N 5-({[4-(aminomethyl)phenyl]methyl}amino)-1-(4-methylfuran-3-carbonyl)-3-[1-(morpholine-4-carbonyl)-3-(trifluoromethyl)piperidin-4-yl]-1H-pyrazole-4-carbonitrile